C(CC)N1[C@@H](CCCC1)C(=O)O (S)-1-n-propyl-piperidine-2-formic acid